C(C)(C)(C)C1N(C2=CC=CC(=C2C1)CO)C(=O)OCCC1=NC=NC(=C1)C1=CN=C2N1N=C(C=C2)N2[C@H](C[C@@H](C2)F)C=2C(=NC=C(C2)F)OC 2-(6-(6-((2R,4S)-4-fluoro-2-(5-fluoro-2-methoxypyridin-3-yl)pyrrolidin-1-yl)imidazo[1,2-b]pyridazin-3-yl)pyrimidin-4-yl)ethan-1-ol tert-butyl-4-(hydroxymethyl)indoline-1-carboxylate